4-amino-N-(5-chloroisoxazole-3-yl)benzenesulfonamide NC1=CC=C(C=C1)S(=O)(=O)NC1=NOC(=C1)Cl